C(C)OCCOCCOCCS(=O)(=O)Cl 2-(2-(2-ethoxyethoxy)ethoxy)ethane-1-sulfonyl chloride